C(C)(C)N1C(=NN=C1)C1=CC=CC(=N1)NC(C1=CC(C(=O)NC=2N=NC=CC2)=CC=C1)=O N1-(6-(4-Isopropyl-4H-1,2,4-triazol-3-yl)pyridin-2-yl)-N3-(pyridazin-3-yl)isophthalamide